Br[C@@H](C(=O)OCC)C |r| ethyl (2RS)-bromopropionate